CC(CNCCN)C[Si](C)(OC)OC N-(2-aminoethyl)-3-aminoisobutylmethyldimethoxysilane